NC1=CC(=C2NC(C(CCCC[C@](C3=NN=C(C1=N2)O3)(O)C(F)(F)F)O)(C)C)C(F)(F)F (6R)-17-amino-12,12-dimethyl-6,15-bis(trifluoromethyl)-19-oxa-3,4,13,18-tetrazatricyclo[12.3.1.12,5]nonadeca-1(18),2,4,14,16-pentaene-6,11-diol